dimethyl-(9-anthryl)sulfoxonium C[S+](=O)(C=1C2=CC=CC=C2C=C2C=CC=CC12)C